lithium 3,4-dichlorophenoxide ClC=1C=C([O-])C=CC1Cl.[Li+]